C(C)(C)(C)OC(=O)N(NC([C@H](CC1CCC1)NC(=O)C1=NC=CN=C1)=O)CCC(=O)N (S)-1-(3-amino-3-oxopropyl)-2-(3-cyclobutyl-2-(pyrazine-2-carboxamido)propionyl)hydrazine-1-carboxylic acid tert-butyl ester